4-(7-(4-(2-(2-aminopyridin-3-yl)-5-phenyl-3H-imidazo[4,5-b]pyridin-3-yl)benzyl)-2,7-diazaspiro[3.5]nonan-2-yl)-1,3,5-triazine-2-carbonitrile NC1=NC=CC=C1C1=NC=2C(=NC(=CC2)C2=CC=CC=C2)N1C1=CC=C(CN2CCC3(CN(C3)C3=NC(=NC=N3)C#N)CC2)C=C1